(E)-2-((2S,3S,12bS)-3-ethyl-8-methoxy-1,2,3,4,6,7,12,12b-octahydroindolo[2,3-a]quinolizin-2-yl)-3-methoxy-N-methyl-N-phenylacrylamide C(C)[C@@H]1CN2CCC3=C([C@@H]2C[C@@H]1/C(/C(=O)N(C1=CC=CC=C1)C)=C\OC)NC1=CC=CC(=C13)OC